N-(2-(4-cyclopropylpyridin-3-yl)-2-hydroxyethyl)-2-(2-(1-methylcyclopropyl)pyrimidin-5-yl)-N-propylacetamide C1(CC1)C1=C(C=NC=C1)C(CN(C(CC=1C=NC(=NC1)C1(CC1)C)=O)CCC)O